ClC=1C=C(C=CC1Cl)N1N=C(C=C1C1=CC=CC=C1)OCCCN1CCCC1 1-(3,4-dichlorophenyl)-5-phenyl-3-[3-(pyrrolidin-1-yl)propoxy]-1H-pyrazole